6-methyl-1H-pyrazolo[3,4-d]pyrimidin-4(5H)-one CC=1NC(C2=C(N1)NN=C2)=O